1-(4-methoxyphenyl)-1H-imidazole-4-carboxamide COC1=CC=C(C=C1)N1C=NC(=C1)C(=O)N